2-Chloro-6-(3-methoxytetrahydrofuran-3-yl)pyridine ClC1=NC(=CC=C1)C1(COCC1)OC